C1(CC1)C1=NN(C2=C(C=CC=C12)OCC1=CC=NC=C1)C1=CC=CC=C1 3-cyclopropyl-1-phenyl-7-(pyridin-4-ylmethoxy)-1H-indazole